2-fluoro-1-(3-(7-(4-methylpiperidine-1-carbonyl)-3-(6-(trifluoromethyl)pyridin-3-yl)-1H-pyrazolo[4,3-b]pyridin-1-yl)azetidin-1-yl)prop-2-en-1-one FC(C(=O)N1CC(C1)N1N=C(C2=NC=CC(=C21)C(=O)N2CCC(CC2)C)C=2C=NC(=CC2)C(F)(F)F)=C